ethyl-3,5-diisopropyl-benzene C(C)C1=CC(=CC(=C1)C(C)C)C(C)C